N[C@@H]1C=2C(=NC=CC2)CC12CCNCC2 (5S)-5-aminospiro[5,7-dihydrocyclopenta[b]pyridine-6,4'-piperidine]